[4-(3-aminocyclobutanecarbonyl)piperazin-1-yl]-[2-chloro-4-[[3-[3-(trifluoromethyl)-1H-pyrazol-4-yl]imidazo[1,2-a]pyrazin-8-yl]amino]phenyl]methanone formate C(=O)O.NC1CC(C1)C(=O)N1CCN(CC1)C(=O)C1=C(C=C(C=C1)NC=1C=2N(C=CN1)C(=CN2)C=2C(=NNC2)C(F)(F)F)Cl